CC=1C=C(C=CC1S(=O)(=O)C)C1=NC=CC2=C1C(=NN2)S(=O)(=O)C 4-(3-methyl-4-(methylsulfonyl)phenyl)-3-(methylsulfonyl)-1H-pyrazolo[4,3-c]pyridine